BrC1=C(C(=C(N)C=C1)C1=NOCC1)C 4-bromo-2-(4,5-dihydro-isoxazol-3-yl)-3-methylaniline